C(C)(=O)O[C@H]1[C@H](OC(C)=O)[C@@H](OC(C)=O)[C@H](OC(C)=O)[C@H](O1)COC(C)=O beta-glucose pentaacetate